4'-amino-6-(2-methoxyethoxy)-3'-nitro-[1,1'-biphenyl] NC1=C(C=C(C=C1)C1=CC=CC=C1OCCOC)[N+](=O)[O-]